(E)-3-(3-(3,5-bis-(trifluoromethyl)-phenyl)-1H-1,2,4-triazol-1-yl)-N,N-dimethyl-2-(pyridin-4-yl)-acrylamide FC(C=1C=C(C=C(C1)C(F)(F)F)C1=NN(C=N1)/C=C(/C(=O)N(C)C)\C1=CC=NC=C1)(F)F